C(C1=CC=NC=C1)#N Isonicotinonitrile